The molecule is a member of the class of phenanthrolines that is 4,7-diphenyl-1,10-phenanthroline carrying two additional sulfo substituents at positions 4' and 4'' It has a role as an iron chelator. It is a member of phenanthrolines and an arenesulfonic acid. It derives from a hydride of a 4,7-diphenyl-1,10-phenanthroline. C1=CC(=CC=C1C2=C3C=CC4=C(C=CN=C4C3=NC=C2)C5=CC=C(C=C5)S(=O)(=O)O)S(=O)(=O)O